5-chloro-4-methyl-1,4-dihydro-2H-pyrimidine ClC=1C(NCNC1)C